Methyl 3-chloro-6-(2-chloro-6-methoxyphenyl)-5-fluoropicolinate ClC=1C(=NC(=C(C1)F)C1=C(C=CC=C1OC)Cl)C(=O)OC